Tert-butyl 3-bromo-6-cyano-1H-indole-1-carboxylate BrC1=CN(C2=CC(=CC=C12)C#N)C(=O)OC(C)(C)C